3-fluoro-2-(trifluoromethyl)phenylboronic acid FC=1C(=C(C=CC1)B(O)O)C(F)(F)F